FC([C@@H]1CC[C@H](CC1)C(=O)O)(F)F trans-4-(trifluoromethyl)cyclohexancarboxylic acid